1-[1-(R)-benzyl-2-(piperidin-1-yl)ethyl]-4-[(4-tert-butylphenyl)thiomethyl]-1H-1,2,3-triazole C(C1=CC=CC=C1)[C@H](CN1CCCCC1)N1N=NC(=C1)CSC1=CC=C(C=C1)C(C)(C)C